C(C=C)(=O)N1[C@H](CN(CC1)C1=C(C(N(C2=NC(=C(C=C12)Cl)C1=C(C=CC=C1F)N)C=1C(=NC=CC1C)C(C)C)=O)C#N)CC#N 4-((S)-4-acryloyl-3-(cyanomethyl)piperazin-1-yl)-7-(2-amino-6-fluorophenyl)-6-chloro-1-(2-isopropyl-4-methylpyridin-3-yl)-2-oxo-1,2-dihydro-1,8-naphthyridine-3-carbonitrile